5-chloro-N-(3,5-dibromo-2-cyclopropyl-4-pyridyl)-1-tetrahydropyran-2-yl-indazol-4-amine ClC1=C(C=2C=NN(C2C=C1)C1OCCCC1)NC1=C(C(=NC=C1Br)C1CC1)Br